iron(III) camphorsulphonate C12(C(=O)CC(CC1)C2(C)C)CS(=O)(=O)[O-].[Fe+3].C21(C(=O)CC(CC2)C1(C)C)CS(=O)(=O)[O-].C12(C(=O)CC(CC1)C2(C)C)CS(=O)(=O)[O-]